NC1=CC=C(C=C1)N(CCO)CCO 1-amino-4-bis-(2'-hydroxyethyl)aminobenzene